COC1=CC=CC(=N1)COC=1C=CC2=C(C(=C(O2)C)C(=O)O)C1 5-((6-methoxypyridin-2-yl)methoxy)-2-methylbenzofuran-3-carboxylic acid